methyl 6-chloro-3-(((R)-1-(2-cyano-3-((R)-3-fluoro-3-methylpyrrolidin-1-yl)-7-methylquinoxalin-5-yl)ethyl)amino)picolinate ClC1=CC=C(C(=N1)C(=O)OC)N[C@H](C)C1=C2N=C(C(=NC2=CC(=C1)C)C#N)N1C[C@](CC1)(C)F